ClC=1C(=C(NC=2C3=C(N=CN2)C=CC(=N3)N3[C@@H]2CN([C@H](C3)C2)C(C=C)=O)C=CC1OC1COC1)F 1-[(1S,4S)-5-[4-[3-chloro-2-fluoro-4-(oxetan-3-yloxy)anilino]pyrido[3,2-d]pyrimidin-6-yl]-2,5-diazabicyclo[2.2.1]heptan-2-yl]prop-2-en-1-one